(E)-6'-(difluoromethoxy)-N'-((2-fluoro-5-methoxypyridin-3-yl)methylene)-[2,3'-bipyridine]-6-carbohydrazide FC(OC1=CC=C(C=N1)C1=NC(=CC=C1)C(=O)N/N=C/C=1C(=NC=C(C1)OC)F)F